6-(2,4-dimethylphenyl)-2-(5-fluoropyrimidin-2-yl)-5,6,7,8-tetrahydrophthalazin-1(2H)-one CC1=C(C=CC(=C1)C)C1CC=2C=NN(C(C2CC1)=O)C1=NC=C(C=N1)F